ClC1=CC2=C(N(C(N=C2N2[C@H](CN(CC2)C(=O)[O-])C)=O)C=2C(=NC=CC2C)C(C)C)N=C1C1=C(C=CC(=C1)F)F (S)-4-(6-chloro-7-(2,5-difluorophenyl)-1-(2-isopropyl-4-methylpyridin-3-yl)-2-Oxo-1,2-dihydropyrido[2,3-d]pyrimidin-4-yl)-3-methylpiperazine-1-carboxylate